C(C)(C)(C)OC(=O)N(CC(=O)O)C1=C(C=C(C=C1)S(=O)(=O)C)OC N-(tert-butoxycarbonyl)-N-(2-methoxy-4-(methylsulfonyl)phenyl)glycine